1-(azetidin-3-yl)piperazine N1CC(C1)N1CCNCC1